4-chloro-N-[[1-[(3S)-3-(1H-1,2,4-triazol-5-yl)pyrrolidine-1-carbonyl]-4-piperidinyl]methyl]benzenesulfonamide ClC1=CC=C(C=C1)S(=O)(=O)NCC1CCN(CC1)C(=O)N1C[C@H](CC1)C1=NC=NN1